N-((1S,3R)-3-((E)-4-(Dimethylamino)but-2-enamido)cyclopentyl)-5-(4-isopropoxy-2-methylphenyl)-4-oxo-4,5-dihydro-3H-1-thia-3,5,8-triazaacenaphthylene-2-carboxamide CN(C/C=C/C(=O)N[C@H]1C[C@H](CC1)NC(=O)C=1SC=2N=CC=C3N(C(NC1C23)=O)C2=C(C=C(C=C2)OC(C)C)C)C